P(=O)(O)(O)OC1[C@H](N)[C@@H](O)[C@H](O)[C@H](O1)CO glucosamine 1-phosphate